dimethyl-2,2'-azobis(2-methylpropionate) (dimethyl 2,2'-azobis(2-methylpropionate)) CC(C(C(=O)O)(C)N=NC(C(=O)O)(C)C)C.COC(C(C)(C)N=NC(C(=O)OC)(C)C)=O